6-(2,6-Dichlorophenyl)-2-((2,4,4-trimethyl-1,2,3,4-tetrahydroisoquinolin-7-yl)amino)-8,9-dihydroimidazo[1,2-a]pyrimido[5,4-e]pyrimidin-5(6H)-one ClC1=C(C(=CC=C1)Cl)N1C=2N(C3=C(C1=O)C=NC(=N3)NC3=CC=C1C(CN(CC1=C3)C)(C)C)CCN2